3-[3-[(4-bromo-2,5-difluoro-phenyl)sulfamoyl]-6-chloro-indol-1-yl]-2-fluoro-propionic acid methyl ester COC(C(CN1C=C(C2=CC=C(C=C12)Cl)S(NC1=C(C=C(C(=C1)F)Br)F)(=O)=O)F)=O